2-(6-bromo-3-iodo-indol-1-yl)ethoxy-tert-butyl-dimethyl-silane BrC1=CC=C2C(=CN(C2=C1)CCO[Si](C)(C)C(C)(C)C)I